N-[(3R)-1-methylpiperidin-3-yl]-1-(2,4,6-trimethylphenyl)pyrido[3,4-d]pyridazin-4-amine CN1C[C@@H](CCC1)NC=1N=NC(=C2C1C=NC=C2)C2=C(C=C(C=C2C)C)C